3-(2-methyl-allyl)-5-methyl-1-oxa-5-azaspiro[5.5]undec-7,10-diene-4,9-dione CC(CC1COC2(N(C1=O)C)C=CC(C=C2)=O)=C